5-bromo-3-fluoro-2-(3-isopropoxyazetidin-1-yl)pyridine Tert-butyl-4-(tetrahydro-2H-pyran-4-yl)piperazine-1-carboxylate C(C)(C)(C)OC(=O)N1CCN(CC1)C1CCOCC1.BrC=1C=C(C(=NC1)N1CC(C1)OC(C)C)F